NC1=CC=C(C=N1)OC(C)C1CCN(CC1)C(=O)OC(C)(C)C tert-butyl 4-(1-((6-aminopyridin-3-yl)oxy)ethyl)piperidine-1-carboxylate